(Nitro)Lithium [N+](=O)([O-])[Li]